n-Octyl-Phosphonic Acid C(CCCCCCC)P(O)(O)=O